tert-butyl 7-(1-((2-(trimethylsilyl) ethoxy)methyl)-1H-pyrazol-4-yl)-2,7-diazaspiro[3.5]nonane-2-carboxylate C[Si](CCOCN1N=CC(=C1)N1CCC2(CN(C2)C(=O)OC(C)(C)C)CC1)(C)C